1-methyl-1'-acetyl-ferrocene C[C-]1C=CC=C1.C(C)(=O)[C-]1C=CC=C1.[Fe+2]